OCC1=CN=NN1CC1=CC=C(CN2C(NC3=C2C=CC=C3)=O)C=C1 1-(4-((5-(hydroxymethyl)-1H-1,2,3-triazol-1-yl)methyl)benzyl)-1H-benzo[d]imidazol-2(3H)-one